8'-Fluoro-6',6'-dimethyl-2',3',4',4a',5',6'-hexahydro-1'H-spiro[cyclopropan-1,7'-naphtho-[1,8-cd]azepin] FC1=CC=C2CNCCC3C2=C1C1(C(C3)(C)C)CC1